N,N-diethyl-4-(3-methyl-7-((3-(piperidin-1-yl)propyl)amino)thieno[3,2-b]pyridin-5-yl)benzamide C(C)N(C(C1=CC=C(C=C1)C1=CC(=C2C(=N1)C(=CS2)C)NCCCN2CCCCC2)=O)CC